C(C)OC(CC1=CC=C(C=C1)C(C(=O)O)(CCCC(CO)(C)C)C)=O 2-(4-(2-ethoxy-2-oxo-ethyl)phenyl)-7-hydroxy-2,6,6-trimeth-ylheptanoic acid